6-{5-{3-[4-(2-Aminothiazol-4-yl)-1H-1,2,3-triazol-1-yl]-3-deoxy-β-D-galactopyranosyl}-3-methyl-1H-1,2,4-triazol-1-yl}-2-methylbenzothiazole NC=1SC=C(N1)C=1N=NN(C1)[C@@H]1[C@H]([C@@H](O[C@@H]([C@@H]1O)CO)C1=NC(=NN1C1=CC2=C(N=C(S2)C)C=C1)C)O